C(=C)C=1C=NC=C(C(=O)N)C1 5-vinylnicotinamide